C1(CC1)[C@H](CC(=O)O)C1=CC(=CC=C1)OCC1=CC(=C(C=C1)C1=C(C=CC(=C1)OC)F)CC(CC#C)(C)C (S)-3-cyclopropyl-3-(3-((2-(2,2-dimethylpent-4-yn-1-yl)-2'-fluoro-5'-methoxy-[1,1'-biphenyl]-4-yl)methoxy)phenyl)propanoic acid